4,4''-bis(3-methyl-9H-carbazol-9-yl)-5',6'-bis(4-(3-methyl-9H-carbazol-9-yl)phenyl)-4'-(pyridin-4-yl)-[1,1':2',1''-terphenyl]-3'-carbonitrile CC=1C=CC=2N(C3=CC=CC=C3C2C1)C1=CC=C(C=C1)C1=C(C(=C(C(=C1C1=CC=C(C=C1)N1C2=CC=CC=C2C=2C=C(C=CC12)C)C1=CC=C(C=C1)N1C2=CC=CC=C2C=2C=C(C=CC12)C)C1=CC=NC=C1)C#N)C1=CC=C(C=C1)N1C2=CC=CC=C2C=2C=C(C=CC12)C